2-(tetrahydrofuran-2-yl)-1-(4-(trifluoromethyl)phenyl)-9H-pyrrolo[1,2-a]indol-9-one O1C(CCC1)C=1C(=C2N(C=3C=CC=CC3C2=O)C1)C1=CC=C(C=C1)C(F)(F)F